C(#N)C=1C=C(C=CC1OC(C)C)C1=CN(C2=NC=CC(=C21)OC2=C(C=C(C=C2F)NC(=O)NC2COC2)F)COCC[Si](C)(C)C N-{4-[(3-{3-cyano-4-[(propan-2-yl)oxy]phenyl}-1-{[2-(trimethylsilyl)ethoxy]methyl}-1H-pyrrolo[2,3-b]pyridin-4-yl)oxy]-3,5-difluorophenyl}-N'-oxetan-3-ylurea